C(CCC)O[SiH2]O[SiH3] n-butoxydisiloxane